oxazol-2(3H)-one, hydrochloride Cl.O1C(NC=C1)=O